1-((2-(trimethylsilyl)ethoxy)methyl)-6,7-dihydro-5H-indazol-4-one C[Si](CCOCN1N=CC=2C(CCCC12)=O)(C)C